O[C@@H]1C[C@H](N(C1)C(=O)OC(C)(C)C)COC1=C(C(=CC(=C1)C)OC(C)C)C(=O)OC tert-butyl (2S,4R)-4-hydroxy-2-((3-isopropoxy-2-(methoxycarbonyl)-5-methylphenoxy)methyl)pyrrolidine-1-carboxylate